4-amino-5-bromopyrimidin-2(1H)-one NC1=NC(NC=C1Br)=O